BrC=1C=C(C=C(C1)S(=O)(=O)C)NC(=O)C=1C=NN(C1)C1=NC(=CC=C1)C(F)F N-(3-bromo-5-(methylsulfonyl)phenyl)-1-(6-(difluoromethyl)pyridin-2-yl)-1H-pyrazole-4-carboxamide